CC[C@@H]1[C@H](/C=C(/C=C/C(=O)[C@@H](C[C@@H]([C@@H]([C@H]([C@@H](CC(=O)O1)O)C)O[C@H]2[C@@H]([C@H]([C@@H]([C@H](O2)C)O)[NH+](C)C)O)CC=O)C)\\C)CO The molecule is an organic cation that is the conjugate acid of 5-O-mycaminosyltylonolide, obtained by protonation of the tertiary amino group; major species at pH 7.3. It is an organic cation and an ammonium ion derivative. It is a conjugate acid of a 5-O-mycaminosyltylonolide.